C(C1=CC=CC=C1)OC(C(COC(=O)OC(C)N1N=C(C(=N1)C#N)C=1N=C(SC1)C1=CC(=CC=C1)OC(F)(F)F)(C)C)=O 3-{1-{4-cyano-5-[2-(3-trifluoromethoxy-phenyl)-thiazol-4-yl]-2H-[1,2,3]triazol-2-yl}ethoxycarbonyloxy}-2,2-dimethyl-propionic acid benzyl ester